methyl-N-(thiophen-2-yl)-[1,2,4]triazolo[4,3-a]quinazolin-5-amine CC1=NN=C2N1C1=CC=CC=C1C(=N2)NC=2SC=CC2